C(C)OC(CC=1C=C(C=CC1)C(CCOC(CS(=O)(=O)CC(=O)OCC)(C)C)(C(=O)NNC)C)=O ethyl 2-((2-(3-(3-(2-ethoxy-2-oxoethyl)phenyl)-3-methyl-4-(2-methylhydrazineyl)-4-oxobutoxy)-2-methylpropyl)sulfonyl)acetate